C1OCCC12CCN(CC2)C2CCC(CC2)NC2=CC=CC=1N(C(=NC12)C#CCNC1=C(C=C(C(=O)NC)C=C1)OC)CC(F)(F)F 4-((3-(4-(((1S,4S)-4-(2-oxa-8-azaspiro[4.5]decan-8-yl)cyclohexyl)amino)-1-(2,2,2-trifluoroethyl)-1H-benzo[d]imidazol-2-yl)prop-2-yn-1-yl)amino)-3-methoxy-N-methylbenzamide